FC(OC1=NC=C(C=C1C(=O)NC1COC2=C1C=CC(=C2)F)F)F 2-(difluoromethoxy)-5-fluoro-N-(6-fluoro-2,3-dihydrobenzofuran-3-yl)pyridine-3-carboxamide